(R)-5-(6-chloro-1H-pyrrolo[2,3-b]pyridin-3-yl)-N-(1,1,1-trifluoropropan-2-yl)pyrazolo[1,5-a]pyridine-3-carboxamide ClC1=CC=C2C(=N1)NC=C2C2=CC=1N(C=C2)N=CC1C(=O)N[C@@H](C(F)(F)F)C